N-(4-phenylthiazol-2-yl)propionamide C1(=CC=CC=C1)C=1N=C(SC1)NC(CC)=O